CC1=C(C(=NC=C1N)N)C dimethylpyridine-2,5-diamine